benzyl 6-[(2-chloroacetyl) amino]-6-phenyl-4-azaspiro[2.5]octane-4-carboxylate ClCC(=O)NC1(CN(C2(CC2)CC1)C(=O)OCC1=CC=CC=C1)C1=CC=CC=C1